C(CC)(=O)C1=CC=C(OCCCC(=O)O)C=C1 4-(4-propionylphenoxy)butyric acid